Cl.Cl.CN1CC(NCC1)CNC(=O)C1=CN(CCS1)C=1C2=C(N=CN1)NC=C2 N-((4-methylpiperazin-2-yl)methyl)-4-(7H-pyrrolo[2,3-d]pyrimidin-4-yl)-3,4-dihydro-2H-1,4-thiazine-6-carboxamide dihydrochloride